ethylene disulfide bis(2-mercaptoacetate) SCC(=O)O.SCC(=O)O.C1CSS1